BrC1=CC(=CC(=C1)OCC1CC1)Cl 1-bromo-3-chloro-5-(cyclopropylmethoxy)benzene